4-[(2R)-3-(3,4-dihydro-1H-isoquinolin-2-yl)-2-hydroxy-propyl]-2,2-dimethyl-8-(4-piperidyloxy)-3H-pyrido[3,2-f][1,4]oxazepin-5-one dihydrochloride Cl.Cl.C1N(CCC2=CC=CC=C12)C[C@H](CN1CC(OC2=C(C1=O)C=CC(=N2)OC2CCNCC2)(C)C)O